i-butyltris(dimethylamino)tin C(C(C)C)[Sn](N(C)C)(N(C)C)N(C)C